4-((5-(2,4-difluoro-3-((4-methoxybenzyl)oxy)phenyl)-1,3,4-thiadiazol-2-yl)methyl)-4,6-diazaspiro[2.4]heptane-5,7-dione FC1=C(C=CC(=C1OCC1=CC=C(C=C1)OC)F)C1=NN=C(S1)CN1C2(CC2)C(NC1=O)=O